C1(=CC=CC=C1)C1(C2=CC=CC=C2C=2C=CC=CC12)O 9-phenyl-9-hydroxyl-fluorene